BrC1=CC=C2C=C(NC2=C1)CNCC1CCC1 1-(6-bromo-1H-indol-2-yl)-N-(cyclobutylmethyl)methylamine